4-bromo-5-chloro-6-methyl-N-(3-methyl-1,2,4-thiadiazol-5-yl)-3-pyridinecarboxamide BrC1=C(C=NC(=C1Cl)C)C(=O)NC1=NC(=NS1)C